N-[(2-Amino-3-pyridyl)sulfonyl]-6-(2,3-difluorophenyl)-2-[(4S)-2,2,4-trimethylpyrrolidin-1-yl]pyridin-3-carboxamid NC1=NC=CC=C1S(=O)(=O)NC(=O)C=1C(=NC(=CC1)C1=C(C(=CC=C1)F)F)N1C(C[C@@H](C1)C)(C)C